N-(3-chloro-5-(methylsulfonamido)phenyl)-4-(5-fluoro-3-((3-fluoro-5-((trifluoromethyl)sulfonyl)benzyl)oxy)pyridin-2-yl)-5-methylthiophene-2-carboxamide ClC=1C=C(C=C(C1)NS(=O)(=O)C)NC(=O)C=1SC(=C(C1)C1=NC=C(C=C1OCC1=CC(=CC(=C1)S(=O)(=O)C(F)(F)F)F)F)C